C(C)(C)(C)C=1C=C(C=C(C1O)C(C)(C)C)NCCCCCCN(C1=CC(=C(C(=C1)C(C)(C)C)O)C(C)(C)C)C(CC)=O N,N'-bis-(3,5-di-tert-butyl-4-hydroxyphenyl)propionyl-hexamethylenediamine